C1(CCCC1)N1C(C=C(C2=C1N=C(N=C2)N[C@@H](C)C2=CC=C(C=C2)C2(CCOCC2)N2CCN(CC2)C(=O)OC2=CC=CC=C2)C)=O Phenyl 4-[4-(4-{(1S)-1-[(8-cyclopentyl-5-methyl-7-oxo-7,8-dihydropyrido[2,3-d]pyrimidin-2-yl)amino]ethyl}phenyl) tetrahydro-2H-pyran-4-yl]piperazine-1-carboxylate